7-((4-methylpiperidin-1-yl)(pyridazin-3-yl)methyl)quinolin-8-ol CC1CCN(CC1)C(C1=CC=C2C=CC=NC2=C1O)C=1N=NC=CC1